1-(4-((4-((3-methyl-4-((1-methyl-1H-benzoimidazol-5-yl)oxy)phenyl)amino)pyrimidin-5-yl)oxy)piperidin-1-yl)prop-2-en-1-one CC=1C=C(C=CC1OC1=CC2=C(N(C=N2)C)C=C1)NC1=NC=NC=C1OC1CCN(CC1)C(C=C)=O